methylidynetris-(4-isocyanatobenzene) C(C1=CC=C(C=C1)N=C=O)(C1=CC=C(C=C1)N=C=O)C1=CC=C(C=C1)N=C=O